2-ketocyclohexane-1-carboxylic acid O=C1C(CCCC1)C(=O)O